OCCN1CCN(CC1)C1=CC(=NC=2N1N=C(C2C2=CC=CC=C2)C)C=2C=C(C=CC2)CCCCCCCN2CCN(CC2)C(C)=O 1-(4-(7-(3-(7-(4-(2-Hydroxyethyl)piperazin-1-yl)-2-methyl-3-phenylpyrazolo-[1,5-a]pyrimidin-5-yl)phenyl)heptyl)piperazin-1-yl)ethan-1-one